4-(Dimethylamino)chinolin CN(C1=CC=NC2=CC=CC=C12)C